C(C)OC(CC(C(CC)CC)C#N)=O 3-Cyano-4-ethylhexanoic Acid Ethyl Ester